1-((3-hydroxycyclobutyl)methyl)-1H-imidazole-5-carbaldehyde OC1CC(C1)CN1C=NC=C1C=O